3-Mercaptopropyl-trimethoxySilane SCCC[Si](OC)(OC)OC